Methyl (S)-5-amino-6-(((oxetan-2-yl)methyl)amino)picolinate NC=1C=CC(=NC1NC[C@H]1OCC1)C(=O)OC